strontium tungsten nickel oxide [Ni]=O.[W].[Sr]